N-methyl-N-(2-cyano-4-fluorophenyl)acrylamide CN(C(C=C)=O)C1=C(C=C(C=C1)F)C#N